N[13C@@H](CCCCN)C(=O)O lysine-13C